4-[(2R)-3-(3,4-dihydro-1H-isoquinolin-2-yl)-2-hydroxy-propyl]-8-[[1-(2-methoxyethyl)-4-piperidyl]oxy]-2,2-dimethyl-3H-pyrido[3,2-f][1,4]oxazepin-5-one C1N(CCC2=CC=CC=C12)C[C@H](CN1CC(OC2=C(C1=O)C=CC(=N2)OC2CCN(CC2)CCOC)(C)C)O